BrC1=C(C=C(C=C1)C(F)(F)F)S(=O)(=O)C 1-bromo-2-methanesulfonyl-4-(trifluoromethyl)benzene